C(C(=C)CC(=O)OCC)(=O)OCC diethyl itaconoate